S1N=NC=C1C1=CC(=C2C=NNC2=C1)NCCOCCCCNCC=1C=C(C=C(C1)OC(F)(F)F)CCO 2-(3-(((4-(2-((6-(1,2,3-thiadiazol-5-yl)-1H-indazol-4-yl)amino)ethoxy)butyl)amino)methyl)-5-(trifluoromethoxy)phenyl)ethanol